9-Ethyl-6-fluoro-8-(6-fluoro-1-methylsulfonyl-1H-indazol-4-yl)-1,4,4-trimethyl-5H-[1,2,4]triazolo[4,3-a]quinoxaline C(C)C=1C(=CC(=C2NC(C=3N(C12)C(=NN3)C)(C)C)F)C3=C1C=NN(C1=CC(=C3)F)S(=O)(=O)C